COC1=C(C(=O)NS(=O)(=O)C2=CC=C(C=C2)NC(=O)NC)C=CC=C1 1-[4-(N-2-methoxybenzoylsulfamoyl)phenyl]-3-methyl-urea